C(C)(C)(C)OC(=O)C1=NN(C(=C1C1=NC=C(C=N1)F)C)C([2H])([2H])[2H].CC1=CC2=C(C3=CC=C(C=C3C=C2C=C1)C)OC(=O)C1C(C2C(=CC1C2)C)C(=O)O 2,6-dimethyl-9-[2-carboxy(3,6-methano-4-methyl-4-cyclohexenyl)]carbonyloxyanthracene tert-butyl-4-(5-fluoropyrimidin-2-yl)-5-methyl-1-(methyl-d3)-1H-pyrazole-3-carboxylate